N-benzyl-1-(2,3-dihydro-1H-inden-1-yl)methanamine hydrochloride Cl.C(C1=CC=CC=C1)NCC1CCC2=CC=CC=C12